(2R,5R)-5-propionyloxy-[1,3]-oxathiolane C(CC)(=O)O[C@H]1CSCO1